C(C1=CC=CC=C1)N1C(O[C@@H]([C@H]1CO)C)=O (4R,5R)-3-benzyl-4-(hydroxymethyl)-5-methyl-oxazolidin-2-one